7-chloro-1-methylpyrazolo[4,3-d]pyrimidine ClC=1C2=C(N=CN1)C=NN2C